Fmoc-histidine C(=O)(OCC1C2=CC=CC=C2C2=CC=CC=C12)N[C@@H](CC1=CNC=N1)C(=O)O